C(C1=CC=CC=C1)N1CCN(CC1)C1=CC=C(C=N1)C=1C=2N(C=C(C1)OCCOC(C)C)N=CC2C#N 4-(6-(4-benzylpiperazin-1-yl)pyridin-3-yl)-6-(2-isopropoxyethoxy)pyrazolo[1,5-a]pyridine-3-carbonitrile